C[C@H]1CCN2N=CC(C3=NNC=4C=CC(OCCCO1)=CC34)=C2 (8S)-8-methyl-9,13-dioxa-4,5,18,19-tetraazatetracyclo[12.5.2.12,5.017,20]docosa-1(19),2(22),3,14(21),15,17(20)-hexaene